C1NCC2(C3=CC=CC=C13)CCC2 dihydro-3'H-spiro[cyclobutane-1,4'-isoquinoline]